(2S,11aR)-6-(((S)-1-fluoropropan-2-yl)oxy)-8-methyl-2-((2-oxo-1,2,3,4-tetrahydroquinolin-7-yl)oxy)-2,3,11,11a-tetrahydro-1H,5H-benzo[f]pyrrolo[2,1-c][1,4]oxazepin-5-one FC[C@H](C)OC1=CC(=CC2=C1C(N1[C@@H](CO2)C[C@@H](C1)OC1=CC=C2CCC(NC2=C1)=O)=O)C